Ethyl (Z)-2-azido-3-(2-methoxythiazol-5-yl)prop-2-enoate N(=[N+]=[N-])\C(\C(=O)OCC)=C/C1=CN=C(S1)OC